C(C)(C)(C)OC(=O)N1CC(C1)N1N=C(C2=CC(=CC=C12)C1=C2C=CN=C(C2=CC=C1)N)COC1=C(C=CC=C1)CC(=O)OCC 3-(5-(1-aminoisoquinolin-5-yl)-3-((2-(2-ethoxy-2-oxoethyl)phenoxy)methyl)-1H-indazol-1-yl)azetidine-1-carboxylic acid tert-butyl ester